C[C@H]1N(CCOC1)C=1C2=C(N=C(N1)N1C(=NC3=C1C=CC=C3)SC)C(=CS2)S(=O)(=O)C (R)-3-methyl-4-(7-(methylsulfonyl)-2-(2-(methylsulfanyl)-1H-benzo[d]imidazol-1-yl)thieno[3,2-d]pyrimidin-4-yl)morpholine